2-(4-benzylpiperidin-1-yl)-N-phenylacetamide C(C1=CC=CC=C1)C1CCN(CC1)CC(=O)NC1=CC=CC=C1